OC1=C(C=C(C(=C1C=O)O)C=O)C=O 2,4-dihydroxy-1,3,5-triformylbenzene